NC1=CC=CC(=N1)S(=O)(=O)NC(=O)C=1C(=NC(=CC1)C=1C=NC(=CC1)OC(C)C)N1C([C@@H](CC1)C)(C)C N-[(6-Amino-2-pyridyl)sulfonyl]-6-(6-isopropoxy-3-pyridyl)-2-[(3R)-2,2,3-trimethylpyrrolidin-1-yl]pyridin-3-carboxamid